N-(4-aminophenyl)thiophene-2-sulfonamide NC1=CC=C(C=C1)NS(=O)(=O)C=1SC=CC1